BrC1=C(C=C(OCCN2C[C@@H]3[C@H](C2)COC3)C=C1)C (3aR,6aS)-5-(2-(4-bromo-3-methylphenoxy)ethyl)hexahydro-1H-furo[3,4-c]pyrrole